3,7-dimethyl-7-epoxyoctene CC(C1CO1)CCCC(=C)C